NC1=C(C=CC=C1)NC(=O)C1=CC=CC2=CC(=CC=C12)OC1=CC=NC2=CC(=CC=C12)OC N-(2-aminophenyl)-6-((7-methoxyquinolin-4-yl)oxy)-1-naphthamide